NC1=CC2=CN(N=C2C=C1N1CCOCC1)CCC(C)(O)C 4-(5-amino-6-morpholino-2H-indazol-2-yl)-2-methylbutan-2-ol